(1-methyl-6-((5-(3-(4-(trifluoromethyl)phenyl)-1,2,4-oxadiazol-5-yl)pyrazin-2-yl)oxy)-1H-indol-2-yl)(4-(4-methylbenzyl)piperazin-1-yl)methanone CN1C(=CC2=CC=C(C=C12)OC1=NC=C(N=C1)C1=NC(=NO1)C1=CC=C(C=C1)C(F)(F)F)C(=O)N1CCN(CC1)CC1=CC=C(C=C1)C